C(C)(C)N(C(C)C)CC=1N=NN(C1)[C@H](C(=O)N1[C@@H](C[C@H](C1)O)C(=O)NC)C(C)(C)C (2S,4r)-1-[(2S)-2-[4-[(diisopropylamino)methyl]triazol-1-yl]-3,3-dimethyl-butyryl]-4-hydroxy-N-methyl-pyrrolidine-2-carboxamide